CC1=CN=C(S1)[C@](C)(C#C)O (S)-2-(5-methylthiazol-2-yl)but-3-yn-2-ol